methyl-5-methyltetrahydrofuran-2-carboxylate COC(=O)C1OC(CC1)C